NC[Sn](C)(C)CN Bis(aminomethyl)dimethyl-tin